BrCCNC#N N-(2-bromoethyl)cyanamide